N[C@H]1C2N(CC1CC2)C(=O)C2=CC1=C(N(C(=N1)C=1N(C3=CC(=CC=C3C1)C=1C=C3C(=NC1)CNC3=O)CC3CC3)C)C(=C2)OC 3-(2-{5-[(7R)-7-amino-2-azabicyclo[2.2.1]heptane-2-carbonyl]-7-methoxy-1-methyl-1H-1,3-benzodiazol-2-yl}-1-(cyclopropylmethyl)-1H-indol-6-yl)-5H,6H,7H-pyrrolo[3,4-b]pyridin-5-one